(E)-N-(4-((3-chloro-4-fluorophenyl)amino)-7-methoxyquinazolin-6-yl)-4-(4-(5-((2-(2,6-dioxopiperidin-3-yl)-1-oxoisoindolin-4-yl)amino)pentanoyl)piperazin-1-yl)but-2-enamide ClC=1C=C(C=CC1F)NC1=NC=NC2=CC(=C(C=C12)NC(\C=C\CN1CCN(CC1)C(CCCCNC1=C2CN(C(C2=CC=C1)=O)C1C(NC(CC1)=O)=O)=O)=O)OC